C(C(C)C)S(=O)(=O)C1=C(OC2=C(C=C(C=C2)C2=NOC(=N2)CN2C(N(C3(CCC3)C2=O)CCN2CCOCC2)=O)C(F)(F)F)C=CC=C1 7-((3-(4-(2-(isobutylsulfonyl)phenoxy)-3-(trifluoromethyl)phenyl)-1,2,4-oxadiazol-5-yl)methyl)-5-(2-morpholinoethyl)-5,7-diazaspiro[3.4]octane-6,8-dione